tert-butyl 7-(2,8,8-trifluoro-6,7,8,9-tetrahydropyrido[1,2-a]indole-10-carboxamido)-3-oxa-9-azabicyclo[3.3.1]nonane-9-carboxylate FC=1C=C2C(=C3N(C2=CC1)CCC(C3)(F)F)C(=O)NC3CC1COCC(C3)N1C(=O)OC(C)(C)C